N-(3-Chloro-1H-indol-7-yl)-1-(3-fluoropropyl)pyrazol-4-sulfonamid ClC1=CNC2=C(C=CC=C12)NS(=O)(=O)C=1C=NN(C1)CCCF